methyl N-(4-(2-chloro-4-fluorophenyl)-2-oxo-2H-pyrano[2,3-b]pyridin-7-yl)-N-methyl-L-alaninate ClC1=C(C=CC(=C1)F)C1=CC(OC2=NC(=CC=C21)N([C@@H](C)C(=O)OC)C)=O